FC1=CC=C(C=C1)[C@H]1N(CCC2=CC=CC=C12)C(=O)NC12CC(C1)(C2)NC(OCCCC)=O butyl (R)-(3-(1-(4-fluorophenyl)-1,2,3,4-tetrahydroisoquinoline-2-carboxamido)bicyclo[1.1.1]pentan-1-yl)carbamate